C[C@@]12C[C@H]([C@@H]([C@]1(CC(=O)[C@@]3([C@H]2CC=C4[C@H]3C=C(C(=O)C4(C)C)O[C@H]5[C@@H]([C@H]([C@@H]([C@H](O5)CO)O)O)O)C)C)[C@](C)(C(=O)C[C@@H](C(C)(C)O)O)O)O The molecule is a triterpenoid saponin of the type of cucurbitane glycosides isolated from Machilus yaoshansis. It has a role as a plant metabolite. It is a beta-D-glucoside, a cucurbitacin, a monosaccharide derivative, a triterpenoid saponin and a tertiary alpha-hydroxy ketone.